CC1=CC2=C(C3=CC=CC=C3C(=C2C=C1)OC(=O)OCCCCCCCC)OC(=O)OCCCCCCCC 2-methyl-9,10-bis(n-octyloxycarbonyloxy)anthracene